methyl (5-cyano-2-((3-(4-cyano-3-(trifluoromethyl)phenyl)-2-(trifluoromethyl)oxazolidin-5-yl)methoxy)phenyl)carbamate C(#N)C=1C=CC(=C(C1)NC(OC)=O)OCC1CN(C(O1)C(F)(F)F)C1=CC(=C(C=C1)C#N)C(F)(F)F